{(1S,3R,5R)-8-[(R)-2-hydroxy-3-(methansulfonyl-methyl-amino)propyl]-8-azabicyclo[3.2.1]oct-3-yl}-Amid O[C@H](CN1[C@@H]2CC(C[C@H]1CC2)[NH-])CN(C)S(=O)(=O)C